2,3-dihydroxymenthane OC1C(CCC(C1O)C(C)C)C